C1(CCCCC1)C(CN=C=O)N=C=O Cyclohexyldimethylendiisocyanat